CNC1(COC1)C#N 3-(methylamino)oxetane-3-carbonitrile